N-(5-(2,4-difluorophenoxy)pyrazin-2-yl)-2-(4-(3-(hydroxymethyl)-4,5,6,7-tetrahydropyrazolo[1,5-a]pyridine-5-carbonyl)-3,3-dimethylpiperazin-1-yl)propanamide FC1=C(OC=2N=CC(=NC2)NC(C(C)N2CC(N(CC2)C(=O)C2CC=3N(CC2)N=CC3CO)(C)C)=O)C=CC(=C1)F